samarium oxide lanthanum [La+3].[O-2].[Sm+3].[O-2].[O-2]